2-{2,4-Bis(allyloxy)-6-oxo-8-[(2S,3S,4R)-2,3,4,5-tetrakis(allyloxy)pentyl]-7,8-dihydropteridin-5(6H)-yl}acetonitrile C(C=C)OC1=NC=2N(CC(N(C2C(=N1)OCC=C)CC#N)=O)C[C@@H]([C@@H]([C@@H](COCC=C)OCC=C)OCC=C)OCC=C